2-(3,4-dichlorophenyl)-1-[(2S)-2-(pyrrolidin-1-ylmethyl)piperidin-1-yl]ethanone ClC=1C=C(C=CC1Cl)CC(=O)N1[C@@H](CCCC1)CN1CCCC1